4-((((trans)-1-Fluoro-4-(4-methoxy-3-methylphenyl)cyclohexyl)methyl)(3-(1-isopropyl-1H-pyrazol-4-yl)phenyl)carbamoyl)(trans-cyclohexyl) 3-hydroxyazetidine-1-carboxylate OC1CN(C1)C(=O)O[C@@H]1CC[C@H](CC1)C(N(C1=CC(=CC=C1)C=1C=NN(C1)C(C)C)CC1(CCC(CC1)C1=CC(=C(C=C1)OC)C)F)=O